Methyl-β-D-glucuronamid C[C@]1(O)[C@H](O)[C@@H](O)[C@H](O)[C@H](O1)C(=O)N